S1CCCC1.BrCC(=O)OC(C)(C)C tert-butyl bromoacetate tetrahydrothiophene salt